O=CC(=O)[O-] 2-oxo-acetate